ClC1=CN=C2N1N=C(C=C2)C(C)N2C[C@@H](N(C[C@H]2CC)C=2C=1C(N(C(N2)=O)C)=CN(N1)CC#N)CC 2-(7-((2S,5R)-4-(1-(3-chloroimidazo[1,2-b]pyridazin-6-yl)ethyl)-2,5-diethylpiperazin-1-yl)-4-methyl-5-oxo-4,5-dihydro-2H-pyrazolo[4,3-d]pyrimidin-2-yl)acetonitrile